tert-Butyl 4-(1-methyl-2,3-dioxo-2,3-dihydropyrido[2,3-b]pyrazin-4(1H)-yl)piperidine-1-carboxylate CN1C2=C(N(C(C1=O)=O)C1CCN(CC1)C(=O)OC(C)(C)C)N=CC=C2